2-(6-bromo-1H-pyrazolo[4,3-c]pyridin-3-yl)-3a,4,6,6a-tetrahydropyrrolo[3,4-d]imidazole-5(1H)-carboxylic acid tert-butyl ester C(C)(C)(C)OC(=O)N1CC2NC(=NC2C1)C1=NNC2=C1C=NC(=C2)Br